1-(1,2-Diazidoethyl)-3-methoxybenzene N(=[N+]=[N-])C(CN=[N+]=[N-])C1=CC(=CC=C1)OC